CN1N=C(C(=C1C1=CC=CC=C1)CC(F)(F)F)NC(C[C@@H]1C(C(C1)(F)F)(F)F)=O (S)-N-(1-methyl-5-phenyl-4-(2,2,2-trifluoroethyl)-1H-pyrazol-3-yl)-2-(2,2,3,3-tetrafluorocyclobutyl)acetamide